1-(5'-mercaptopentylthio)-2,3-dimercaptopropane SCCCCCSCC(CS)S